N-(2-(6,7-difluoro-1H-indol-3-yl)ethyl)-N-propylpropan-1-amine FC1=CC=C2C(=CNC2=C1F)CCN(CCC)CCC